ClC=1C=C(C=CC1F)[C@@H](NC(=O)N1[C@@H](C(NCC1)=O)C)C1C[C@H]2C([C@H]2C1)(F)F (2R)-N-((S)-(3-chloro-4-fluorophenyl)((1R,3S,5S)-6,6-difluorobicyclo[3.1.0]hexane-3-yl)methyl)-2-methyl-3-oxopiperazine-1-carboxamide